N1(CCNCC1)C1=CC=2NC(C3N(C2N=C1)CCNC3)=O 3-(piperazin-1-yl)-7,8,9,10-tetrahydro-5H-pyrazino[1,2-a]pyrido[3,2-e]pyrazin-6(6aH)-one